(3-chloro-5-methoxy-phenyl)-[2-(2-pyridyl)-7,8-dihydro-5H-pyrido[4,3-d]pyrimidin-6-yl]methanone ClC=1C=C(C=C(C1)OC)C(=O)N1CC2=C(N=C(N=C2)C2=NC=CC=C2)CC1